[Si](C)(C)(C(C)(C)C)OCCCOC1=NN(C(=C1[N+](=O)[O-])C)[C@@H]1CC[C@H](CC1)F trans-3-(3-((tert-butyldimethylsilyl)oxy)propoxy)-1-(4-fluorocyclohexyl)-5-methyl-4-nitro-1H-pyrazole